N1C=NC2=C1C=CC(=C2)CNC2=NC=CC=C2C2=CC=C(C=C2)OC N-(1H-1,3-benzodiazol-5-ylmethyl)-3-(4-methoxyphenyl)pyridin-2-amine